FC1=NC(=CC=C1C(C)=O)N1C=NC2=C1C=CC(=C2)NC=2N=NC(=CC2)C 1-[2-fluoro-6-[5-[(6-methylpyridazin-3-yl)amino]benzimidazol-1-yl]-3-pyridinyl]ethanone